C(C1=CC=CC=C1)OC1=C(C=CC(=C1)F)C1=NC=CC2=C1CN(C2=O)C2=CC=C(C=C2)OC(F)F 4-[2-(benzyloxy)-4-fluorophenyl]-2-[4-(difluoromethoxy)phenyl]-2,3-dihydro-1H-pyrrolo[3,4-c]pyridin-1-one